NCC=1C=C(C2=C(OCCO2)C1)N1CCNCC1 7-(aminomethyl)-5-(piperazin-1-yl)-2,3-dihydro-1,4-benzodioxine